3-(4-chlorophenyl)-3,5,6,7,8,9-hexahydro-11H-azepino[1,2-a]purin-11-one ClC1=CC=C(C=C1)N1C=2N=C3N(C(C2N=C1)=O)CCCCC3